FC([Si](C)(C)CBr)F difluoro-bromomethyltrimethylsilane